C(C)[C@]1(C(OCC=2C(N3CC=4C(=NC=5C=C6C(=C7C5C4C(CC7)NC(C)=O)OC(O6)(F)F)C3=CC21)=O)=O)O N-((10S)-10-ethyl-5,5-difluoro-10-hydroxy-11,14-dioxo-2,3,10,11,14,16-hexahydro-1H,13H-benzo[de][1,3]dioxolo[4,5-g]pyrano[3',4':6,7]indolizino[1,2-b]quinolin-1-yl)acetamide